Cl.FC=1C=C(C(=NC1)OC)C(C)N1N=NC(=C1)N 1-[1-(5-fluoro-2-methoxy-3-pyridyl)ethyl]triazol-4-amine hydrochloride salt